Cl.C(N)(=O)C=1N=C(SC1)SCCCC(=O)NC[C@H]1CN(CCO1)CC1=CC(=C(C=C1)Cl)Cl (2S)-4-(4-carbamoylthiazol-2-ylsulfanyl)-N-{[4-(3,4-dichlorobenzyl)morpholin-2-yl]methyl}butanamide hydrochloride